FC(OC1=CC=CC=2C(N[C@H]3C=4N([C@@H](C21)C3)C3=C(N4)C=C(C(=C3)C=3C=NC(=NC3)C(C)(C)NC(OC(C)(C)C)=O)F)=O)F tert-butyl (2-{5-[(7R,14R)-1-(difluoromethoxy)-10-fluoro-5-oxo-5,6,7,14-tetrahydro-7,14-methanobenzimidazo[1,2-b][2,5]benzodiazocin-11-yl]pyrimidin-2-yl}propan-2-yl)carbamate